Cl.NC(C(=O)N1C(CN(CC1)C(=O)NC1=NC(N(C=C1)C1=CC=C(C=C1)CN1CCC(CC1)N)=O)C1=CC=CC=C1)(C)C 4-(2-Amino-2-methylpropanoyl)-N-(1-(4-((4-aminopiperidin-1-yl)methyl)phenyl)-2-oxo-1,2-dihydropyrimidin-4-yl)-3-phenylpiperazine-1-carboxamide hydrochloride salt